COC1=CC=C(C=C1)C1=NC=NC=N1 6-(4-methoxyphenyl)-s-triazine